3-CYANO-4-ISOPROPOXYPHENYLBORONIC ACID C(#N)C=1C=C(C=CC1OC(C)C)B(O)O